C(C1=CC=CC=C1)C1(C[C@@H]2[C@@H](CN(C2)CC(=O)C2=CC(=C(C(=C2)F)O)F)C1)O 2-((3aR,5r,6aS)-5-benzyl-5-hydroxyhexahydrocyclopenta[c]pyrrol-2(1H)-yl)-1-(3,5-difluoro-4-hydroxyphenyl)ethanone